ClC=1C(=C2C(=CN1)N(C(=C2)C(=O)O)S(=O)(=O)C2=CC=C(C)C=C2)F 5-chloro-4-fluoro-1-(p-toluenesulfonyl)pyrrolo[2,3-c]Pyridine-2-carboxylic acid